C(C)C1=CC=C(C=C1)S(=O)(=O)O p-ethyl-benzenesulphonic acid